Lithium bis(difluorosulfimide) FS(=N)F.FS(=N)F.[Li]